2-phenyl-1,4-naphthoquinone C1(=CC=CC=C1)C=1C(C2=CC=CC=C2C(C1)=O)=O